[Zr].BrC1=C(C=CC=C1)NC1=NC(=NC=C1C(=O)N)NC1=CC=C(C=C1)C1(CC1)C#N 4-[(2-bromophenyl)amino]-2-{[4-(1-cyanocyclopropyl)phenyl]amino}pyrimidine-5-carboxamide zirconium